O=C\1OCC/C1=C/[O-].[Na+] Sodium (Z)-(2-oxodihydrofuran-3(2H)-ylidene)methanolate